6-amino-9-(4-(4-methylpiperazin-1-yl)cyclohexyl)-7-(4-phenoxyphenyl)-7,9-dihydro-8H-purin-8-one NC1=C2N(C(N(C2=NC=N1)C1CCC(CC1)N1CCN(CC1)C)=O)C1=CC=C(C=C1)OC1=CC=CC=C1